FC=1C=CC(=C(C1)S(=O)(=O)NC=1C=C2C(=NC1)CNC2=O)OC 5-fluoro-2-methoxy-N-(5-oxo-6,7-dihydro-5H-pyrrolo[3,4-b]pyridin-3-yl)benzenesulfonamide